O=S1(CCN(CC1)C(=O)C1=C(C(=O)NC\C=C(\C(F)(F)S(=O)(=O)C2=C(C=CC=C2)N2CCS(CC2)(=O)=O)/F)C=CC=C1)=O (Z)-2-(1,1-dioxidothiomorpholine-4-carbonyl)-N-(4-((2-(1,1-dioxidothiomorpholino)phenyl)sulfonyl)-3,4,4-trifluorobut-2-en-1-yl)benzamide